3-(4-bromobenzyl)azetidine, trifluoroacetate salt FC(C(=O)O)(F)F.BrC1=CC=C(CC2CNC2)C=C1